COC1=NC=C(C(=N1)OC)C=1C=C(C=CC1)N1C=NC=2C1=NC=C(C2)C(C(F)F)(C)O 2-(3-(3-(2,4-dimethoxypyrimidin-5-yl)phenyl)-3H-imidazo[4,5-b]pyridin-6-yl)-1,1-difluoropropan-2-ol